N-[(1H-benzimidazol-2-yl)methyl]-6-cyclopropyl-1-(piperidin-4-yl)-1H-pyrazolo[3,4-b]pyrazin-3-amine N1C(=NC2=C1C=CC=C2)CNC2=NN(C1=NC(=CN=C12)C1CC1)C1CCNCC1